OC[C@@H](C=1C=NC=CC1)NC(=O)C=1C=2C[C@@H]3[C@H](C2N(N1)C1=C(C=C(C=C1)F)F)C3 (1aR,5aR)-2-(2,4-Difluoro-phenyl)-1a,2,5,5a-tetrahydro-1H-2,3-diaza-cyclopropa[a]pentalene-4-carboxylic acid ((R)-2-hydroxy-1-pyridin-3-yl-ethyl)-amide